((3aR,4R,6R,6aR)-6-(4-aminopyrrolo[2,1-f][1,2,4]triazin-7-yl)-6-cyano-2,2-dimethyltetrahydrofuro[3,4-d][1,3]dioxol-4-yl)methyl cycloheptanecarboxylate C1(CCCCCC1)C(=O)OC[C@H]1O[C@@]([C@@H]2OC(O[C@@H]21)(C)C)(C#N)C2=CC=C1C(=NC=NN12)N